N-(4-{2,7-di-tert-butyl-9,9'-spirobi[fluorene]-4-yl}phenyl)-N-(9,9-dimethyl-9H-fluoren-2-yl)-9,9-dimethyl-9H-fluorene-2-amine C(C)(C)(C)C1=CC=2C3(C4=CC(=CC=C4C2C(=C1)C1=CC=C(C=C1)N(C1=CC=2C(C4=CC=CC=C4C2C=C1)(C)C)C1=CC=2C(C4=CC=CC=C4C2C=C1)(C)C)C(C)(C)C)C1=CC=CC=C1C=1C=CC=CC13